FC1=C(CN2C(N(CC3=CC=C(C=C23)C(=O)NCC2=C(C=C(C=C2F)F)F)C)=O)C(=CC=C1)C 1-(2-fluoro-6-methylbenzyl)-3-methyl-2-oxo-N-(2,4,6-trifluorobenzyl)-1,2,3,4-tetrahydroquinazoline-7-carboxamide